2',5'-dihydroxy-[1,1':4',1''-terphenyl]-4,4''-dicarboxylic acid OC1=C(C=C(C(=C1)C1=CC=C(C=C1)C(=O)O)O)C1=CC=C(C=C1)C(=O)O